FC1=CC(=C(C=C1)N1C=C(C=2C1=CN=CC2)C2CC1C(CN(C1)C[C@@H]1C[C@H](C1)NC(OC(C)(C)C)=O)C2)C(N(C)C(C)C)=O tert-butyl (trans-3-((5-(1-(4-fluoro-2-(isopropyl(methyl)carbamoyl)phenyl)-1H-pyrrolo[2,3-c]pyridin-3-yl)hexahydrocyclopenta[c]pyrrol-2(1H)-yl)methyl)cyclobutyl)carbamate